4-[(1,3-Dimethoxypropan-2-yl)oxy]pyridin-2-amine COCC(COC)OC1=CC(=NC=C1)N